tert-Butyl (3-cyano-4-(3-((S)-3-(dimethylamino)pyrrolidin-1-yl)-5-fluoro-7,9-dihydrofuro[3,4-f]quinazolin-6-yl)benzo[b]thiophen-2-yl)carbamate C(#N)C=1C2=C(SC1NC(OC(C)(C)C)=O)C=CC=C2C=2C1=C(C=3C=NC(=NC3C2F)N2C[C@H](CC2)N(C)C)COC1